NC1(CN(CCC1)C=1C2=C(N=C(N1)OC[C@H]1N(CCC1)C)C(=C(N=C2C#CC)C2=CC(=CC1=CC=C(C(=C21)C#C)F)O)F)C 4-(4-(3-amino-3-methylpiperidin-1-yl)-8-fluoro-2-(((S)-1-methylpyrrolidin-2-yl)methoxy)-5-(propynyl)pyrido[4,3-d]pyrimidin-7-yl)-5-ethynyl-6-fluoronaphthalen-2-ol